Cl.N[C@@H]1[C@H](CN(CC1)C1=CN=C2C(=N1)NC=C2C2=C(C1=CN(N=C1C=C2)C)Cl)O (3S,4S)-4-amino-1-[7-(4-chloro-2-methyl-2H-indazol-5-yl)-5H-pyrrolo[2,3-b]pyrazin-3-yl]piperidin-3-ol, hydrochloride salt